(S)-2-methoxy-2-(2-(tosyloxy)ethoxy)ethyl acetate C(C)(=O)OC[C@H](OCCOS(=O)(=O)C1=CC=C(C)C=C1)OC